ClC1=C(C=C(C=C1)F)C1(N(C(C=2C1=C(C=C1C=NNC21)NC(C2=CC(=CC(=C2)C(F)(F)F)F)=O)=O)CC2=CC=C(C=C2)OC)O N-[6-(2-chloro-5-fluorophenyl)-6-hydroxy-7-[(4-methoxyphenyl)methyl]-8-oxo-1,6,7,8-tetrahydropyrrolo[4,3-g]indazol-5-yl]-3-fluoro-5-(trifluoromethyl)benzamide